CNC1=C(C=CC=C1)NC N,N'-Dimethyl-Ortho-Phenylenediamine